C(C)(C)(C)OC(=O)N1CC(C(CC1)CC(=O)OC)F 3-Fluoro-4-(2-methoxy-2-oxoethyl)piperidine-1-carboxylic acid tert-butyl ester